CN(CC)CC(=O)OC1=CC=C(C=C1)[N+](=O)[O-] methyl-[2-(4-nitrophenoxy)-2-oxoethyl]ethylamine